2-benzyl 8-tert-butyl 3-(methylsulfonamidomethyl)-2,8-diazaspiro[4.5]decane-2,8-dicarboxylate CS(=O)(=O)NCC1N(CC2(C1)CCN(CC2)C(=O)OC(C)(C)C)C(=O)OCC2=CC=CC=C2